ClCC1=C2C=CC=NC2=CC=C1 5-(Chloromethyl)quinoline